4-((4aS,7aS)-1-(but-2-ynoyl)octahydro-6H-pyrrolo[3,4-b]pyridin-6-yl)-3-chloro-5-fluoro-2-methyl-1H-indole-7-carboxamide C(C#CC)(=O)N1[C@H]2[C@@H](CCC1)CN(C2)C2=C1C(=C(NC1=C(C=C2F)C(=O)N)C)Cl